BrC=1C=CC(N(C1)C(F)F)=O 5-bromo-1-(difluoromethyl)pyridin-2(1H)-one